methyl 2-[1-[(2,6-difluorophenyl)methyl]-5-oxopyrrolidin-2-yl]acetate FC1=C(C(=CC=C1)F)CN1C(CCC1=O)CC(=O)OC